4-(1-(2,3-difluorophenyl)ethyl)-2-iodo-6-methyl-1-tolyl-1,6-dihydro-7H-pyrrolo[2,3-c]pyridin-7-one FC1=C(C=CC=C1F)C(C)C=1C2=C(C(N(C1)C)=O)N(C(=C2)I)C2=C(C=CC=C2)C